tricyclo[4.2.1.03,8]nonan-2-one C12C(C3CCC(CC31)C2)=O